CCC(C)C/C=C/C(C)C The molecule is an alkene that is (3E)-oct-3-ene substituted by methyl groups at positions 2 and 6. Metabolite observed in cancer metabolism. It has a role as a human metabolite.